OC1=CC=C(C(C)(C)C2=CC=C(C=C2)C(C)(C)C2=CC=C(C=C2)O)C=C1 1,4-bis(4-hydroxycumyl)benzene